The molecule is a biaryl resulting from the formal oxidative dimerisation of two molecules of 5-hydroxy-6,8-dimethoxy-2-methyl-4H-benzo[g]chromen-4-one to form a single bond linking position 10 of each moiety (the 10Ra enantiomer). It has a role as a mycotoxin, an Aspergillus metabolite and an antifungal agent. It is a biaryl, a benzochromenone and a member of phenols. CC1=CC(=O)C2=C(C3=C(C=C(C=C3OC)OC)C(=C2O1)C4=C5C(=C(C6=C4C=C(C=C6OC)OC)O)C(=O)C=C(O5)C)O